5-(1-chloroethyl)-3-(1-(4-(trifluoromethyl)phenyl)cyclopropyl)-1,2,4-oxadiazole ClC(C)C1=NC(=NO1)C1(CC1)C1=CC=C(C=C1)C(F)(F)F